methyl N-[(1R,2S)-2-{[(tert-butyldimethylsilyl)oxy]methyl}cyclopropyl]-N-methylcarbamate [Si](C)(C)(C(C)(C)C)OC[C@@H]1[C@@H](C1)N(C(OC)=O)C